ONC(=N)C12CC(C1)(C2)NC(OC(C)(C)C)=O tert-butyl N-[3-(N-hydroxycarbamimidoyl)-1-bicyclo[1.1.1]pentanyl]carbamate